5-[2-hydroxy-3-(4-methoxyphenylamino)propyl]-1,3,4-oxadiazole-2(3H)-thione OC(CC1=NNC(O1)=S)CNC1=CC=C(C=C1)OC